O=C1N(CC=2C3=C(C=CC12)C=CC(=C3)C3=NC=CC=C3)C/C(/C#N)=C/C (2Z)-2-{[3-oxo-8-(pyridin-2-yl)-1H,2H,3H-benzo[e]isoindol-2-yl]methyl}but-2-enenitrile